C[C@H]1[C@@H]2CC[C@H]3[C@@H]4CC[C@H]([C@@H](/C=C(/C(C(C)C)C)\C)C)[C@]4(CC[C@@H]3[C@]2(CCC1O)C)C 4a,23,24-trimethyl-5a-cholest-22E-en-3-ol